C(#N)C1(CC1)N1C=C(C=C1)C(=O)O 1-(1-cyanocyclopropyl)pyrrole-3-carboxylic acid